5-[6-(6-chloro-2,5-dimethyl-pyrimidin-4-yl)-7,8-dihydro-5H-1,6-naphthyridin-3-yl]-2-methyl-thiazole ClC1=C(C(=NC(=N1)C)N1CC=2C=C(C=NC2CC1)C1=CN=C(S1)C)C